5'-(4-Amino-3-(dimethylcarbamoyl)-2-fluorophenyl)-4'-chloro-3-methyl-1',2'-dihydrospiro[cyclopentane-1,3'-pyrrolo[2,3-b]pyridine]-3-carboxamide NC1=C(C(=C(C=C1)C=1C(=C2C(=NC1)NCC21CC(CC1)(C(=O)N)C)Cl)F)C(N(C)C)=O